N-(5-(3,5-difluorobenzyl)-1H-indazol-3-yl)-4-((4-(4-((2,6-dioxopiperidin-3-yl)amino)benzyl)piperazin-1-yl)methyl)benzamide trifluoroacetate FC(C(=O)O)(F)F.FC=1C=C(CC=2C=C3C(=NNC3=CC2)NC(C2=CC=C(C=C2)CN2CCN(CC2)CC2=CC=C(C=C2)NC2C(NC(CC2)=O)=O)=O)C=C(C1)F